4-(difluoro-methyl)isoindoline-2-sulfonamide FC(C1=C2CN(CC2=CC=C1)S(=O)(=O)N)F